phenylpropanylammonium C1(=CC=CC=C1)CCC[NH3+]